N-(4-(hydroxymethyl)tetrahydro-2H-pyran-4-yl)-2-methyl-5-(1-phenylethoxy)benzofuran-3-carboxamide OCC1(CCOCC1)NC(=O)C1=C(OC2=C1C=C(C=C2)OC(C)C2=CC=CC=C2)C